NC1=C(C(=NN1C1CCCC1)C1=CC(=C(C=C1)CNC(C1=C(C=CC=C1)OC)=O)F)C#N N-[[4-(5-amino-4-cyano-1-cyclopentyl-pyrazol-3-yl)-2-fluoro-phenyl]methyl]-2-methoxy-benzamide